1-benzyl-3-(propan-2-enyl)indol-2-one C(C1=CC=CC=C1)N1C(C(C2=CC=CC=C12)CC=C)=O